(S)- and (R)-2-((4-chlorophenethyl)amino)-1-(6-(5-methyl-1H-imidazol-2-yl)-1H-indol-3-yl)-2-phenylethan-1-one ClC1=CC=C(CCN[C@H](C(=O)C2=CNC3=CC(=CC=C23)C=2NC(=CN2)C)C2=CC=CC=C2)C=C1 |r|